CC(C)(C)C1=C(C=CC=C1)O 2-(1,1-dimethylethyl)-phenol